(R)-2-((2-amino-7-(4-(pyrrolidin-1-ylmethyl)benzyl)pyrido[4,3-d]pyrimidin-4-yl)amino)-2-methylhexan-1-ol NC=1N=C(C2=C(N1)C=C(N=C2)CC2=CC=C(C=C2)CN2CCCC2)N[C@@](CO)(CCCC)C